C1=CC=CC=2C3=CC=CC=C3C(C12)(C=1C=C2C=CC(=CC2=CC1)O)C=1C=C2C=CC(=CC2=CC1)O 6,6'-(9-fluorenylidene)-bis(2-naphthol)